uracilOne N=1C(=O)NC(=O)C(C1)=O